C(C)OC(COC=1C(=CC=2N(C1)C=CN2)C=2C=NN(C2)C)=O 2-[7-(1-methylpyrazol-4-yl)imidazo[1,2-a]pyridin-6-yl]oxyacetic acid ethyl ester